tert-butyl (S)-4-((R)-(2-fluorophenyl)(hydroxy)-methyl)-2,2-dimethylazetidine-1-carboxylate FC1=C(C=CC=C1)[C@H]([C@@H]1CC(N1C(=O)OC(C)(C)C)(C)C)O